4-(2-(trifluoromethoxy)phenyl)-3,6-dihydropyridine-1(2H)-carboxylic acid tert-butyl ester C(C)(C)(C)OC(=O)N1CCC(=CC1)C1=C(C=CC=C1)OC(F)(F)F